Tributyl(2-ethoxyethyl)ammonium Lithium [Li+].C(CCC)[N+](CCOCC)(CCCC)CCCC